FC(OC1=CC=C(C=C1)C=1C=C(N=NC1)NC1=NC(=NC=C1)N1C[C@H](O[C@H](C1)C)C)F 5-(4-(difluoromethoxy)phenyl)-N-(2-((2r,6s)-2,6-dimethylmorpholinyl)pyrimidin-4-yl)pyridazin-3-amine